N1(CCOCC1)C1=CC=C(C=N1)S(=O)(=O)C1=CC=C(C=C1)CNC(=O)C=1C=NC=2N(C1)C=CN2 N-({4-[6-(morpholin-4-yl)pyridine-3-sulfonyl]phenyl}methyl)imidazo[1,2-a]pyrimidine-6-carboxamide